(7R,9Z,26Z,29R)-18-({[3-(dimethylamino)propoxy]carbonyl}oxy)pentatriaconta-9,26-diene-7,29-diyl diacetate C(C)(=O)O[C@H](CCCCCC)C\C=C/CCCCCCCC(CCCCCCC\C=C/C[C@@H](CCCCCC)OC(C)=O)OC(=O)OCCCN(C)C